FC=1C(=C(OC2=CC(=NC=C2B2OC(C(O2)(C)C)(C)C)C(F)(F)F)C=CC1F)C 4-(3,4-difluoro-2-methyl-phenoxy)-5-(4,4,5,5-tetramethyl-1,3,2-dioxaborolan-2-yl)-2-(trifluoromethyl)pyridine